8-oxo-N6-methyladenine O=C1N=C2N=CN=C(C2=N1)NC